3-(2,5-dichlorobenzoyl)benzenesulfonyl chloride ClC1=C(C(=O)C=2C=C(C=CC2)S(=O)(=O)Cl)C=C(C=C1)Cl